(1S,3S,4R)-N-((4-carbamimidoylthiophen-2-yl)methyl)-2-((4-phenoxybenzoyl)glycyl)-2-azabicyclo[2.2.1]heptane-3-carboxamide C(N)(=N)C=1C=C(SC1)CNC(=O)[C@H]1N([C@H]2CC[C@@H]1C2)C(CNC(C2=CC=C(C=C2)OC2=CC=CC=C2)=O)=O